FC1=CC=C(C=C1)N1C(N(C=C(C1=O)C(=O)NC1=CC=C(C=N1)OC1=CC=NC2=CN=C(C=C12)C(=O)NC1CCNCC1)C(C)C)=O 4-[[6-[[3-(4-fluorophenyl)-1-isopropyl-2,4-dioxo-pyrimidine-5-carbonyl]amino]-3-pyridyl]oxy]-N-(4-piperidyl)-1,7-naphthyridine-6-carboxamide